C(C)(C)N1C(=NN=C1)C1=CC=CC(=N1)C(=O)N 6-(4-isopropyl-4H-1,2,4-triazol-3-yl)picolinamide